2-(Azepan-4-yl)-6-(2-methyl-2H-indazol-5-yl)-1,3-benzothiazol N1CCC(CCC1)C=1SC2=C(N1)C=CC(=C2)C2=CC1=CN(N=C1C=C2)C